ClC1=NC(=C(C=C1C(=O)N(C)OC)Cl)Cl 2,5,6-trichloro-N-methoxy-N-methyl-pyridine-3-carboxamide